COC1=CC=C(C=C1)N(C2=CC=CC=C2)C3=CC=C(C=C3)OC 4-methoxy-N-(4-methoxyphenyl)-N-phenylaniline